2-(Cyclohexanesulfonyl-methyl-amino)-5-oxo-5H-thieno[3,2-b]pyran-6-carboxylic acid C1(CCCCC1)S(=O)(=O)N(C1=CC=2OC(C(=CC2S1)C(=O)O)=O)C